2-[5-(dimethylsulfamoyl)-3-methyl-indol-1-yl]-N-(2-methyl-5-piperazin-1-yl-phenyl)propanamide CN(S(=O)(=O)C=1C=C2C(=CN(C2=CC1)C(C(=O)NC1=C(C=CC(=C1)N1CCNCC1)C)C)C)C